(3aS,5S,6R,6aS)-5-[(S)-[3-[(4-benzyloxyphenyl)methyl]-4-chloro-phenyl]-hydroxy-methyl]-2,2-dimethyl-3a,5,6,6a-tetrahydrofuro[2,3-d][1,3]dioxolan-6-ol C(C1=CC=CC=C1)OC1=CC=C(C=C1)CC=1C=C(C=CC1Cl)[C@@H]([C@H]1[C@H]([C@H]2[C@H](OC(O2)(C)C)O1)O)O